BrC1=CC=C2C(=NN(C2=C1)C1OCCCC1)I 6-bromo-3-iodo-1-(oxan-2-yl)indazole